COC1=CC=C(CNC(NC2CC3(CC(C3)C(=O)N[C@@H](C)C3=CC=CC=C3)C2)=O)C=C1 (S)-6-(3-(4-methoxybenzyl)ureido)-N-(1-phenylethyl)spiro[3.3]heptane-2-carboxamide